NCCNC(C=CN1C(C=CC1=O)=O)=O N-(2-aminoethyl)-3-(2,5-dioxo-2,5-dihydro-1H-pyrrol-1-yl)propenamide